ClC(N1C(=NC=C1)C(Cl)(Cl)Cl)(Cl)Cl 1,2-bis[trichloromethyl]imidazole